COC(=O)[C@@H]1[C@H]2C([C@H]2CN1C(=O)C=1NC2=CC=CC(=C2C1)OC)(C)C.FC1=C(C(=C(C(=C1[B-](C1=C(C(=C(C(=C1F)F)F)F)F)(C1=C(C(=C(C(=C1F)F)F)F)F)C1=C(C(=C(C(=C1F)F)F)F)F)F)F)F)F.C[NH+](C1=CC=CC=C1)C dimethylphenyl-ammonium tetrakis(pentafluorophenyl)borate methyl-(1R,2S,5S)-3-(4-methoxy-1H-indole-2-carbonyl)-6,6-dimethyl-3-azabicyclo[3.1.0]hexane-2-carboxylate